C1OCC12CN(C2)C(C)C=2C=CC(=NC2C)NC2=NC=NC(=C2)NC2=NC=CC=C2S(=O)(=O)C N4-(5-(1-(2-oxa-6-azaspiro[3.3]heptan-6-yl)ethyl)-6-methylpyridin-2-yl)-N6-(3-(methylsulfonyl)pyridin-2-yl)pyrimidine-4,6-diamine